C(C)(=O)NC[C@@H]1N(CC(CC1)(F)F)C(=O)C1=C(C=CC(=N1)NC=1C=C(C(=O)NC)C=CN1)C (R)-2-((6-(2-(acetamidomethyl)-5,5-difluoropiperidine-1-carbonyl)-5-methylpyridin-2-yl)amino)-N-methylisonicotinamide